tert-butyl 2-[2-[8-methyl-6-[(3R)-3-methyl-3-phenyl-pyrrolidin-1-yl]-[1,2,4]triazolo[1,5-a]pyridin-2-yl]ethyl]-1-oxo-2,9-diazaspiro[5.5]undecane-9-carboxylate CC=1C=2N(C=C(C1)N1C[C@](CC1)(C1=CC=CC=C1)C)N=C(N2)CCN2C(C1(CCC2)CCN(CC1)C(=O)OC(C)(C)C)=O